silver n-decanoate C(CCCCCCCCC)(=O)[O-].[Ag+]